4-((3S,5R)-4-acryloyl-3,5-dimethylpiperazin-1-yl)-6-chloro-1-(2-isopropyl-4-methylpyridin-3-yl)-2-oxo-7-(tributylstannyl)-1,2-dihydro-1,8-naphthyridine-3-carbonitrile C(C=C)(=O)N1[C@H](CN(C[C@H]1C)C1=C(C(N(C2=NC(=C(C=C12)Cl)[Sn](CCCC)(CCCC)CCCC)C=1C(=NC=CC1C)C(C)C)=O)C#N)C